OCCCNCCCCCC(=O)O 6-(3-hydroxypropyl)amino-hexanoic acid